Cl.C(C(C)C)NC(C)=O N-isobutyl-acetamide hydrochloride